1,4,7-tris(carbonylmethyl)-10-(2'-hydroxypropyl)-1,4,7,10-tetraazacyclododecane C(=O)=CN1CCN(CCN(CCN(CC1)CC(C)O)C=C=O)C=C=O